(E)-4-((Z)-3,5-difluoro-4-hydroxybenzylidene)-5-oxo-1-(2,2,2-trifluoroethyl)-4,5-dihydro-1H-imidazole-2-carbaldehyde oxime FC=1C=C(\C=C\2/N=C(N(C2=O)CC(F)(F)F)/C=N/O)C=C(C1O)F